(1R,2S,3S)-2-hydroxycyclopentane-1,3-dicaffeamide OC1[C@H](CC[C@H]1C1=CC(=C(C=C1/C=C/C(=O)N)O)O)C1=CC(=C(C=C1/C=C/C(=O)N)O)O